methyl 2-methyl-1,2,3,4-tetrahydroquinoline-1-carboxylate CC1N(C2=CC=CC=C2CC1)C(=O)OC